C(C)(C)(C)OC(=O)N1[C@H]([C@H](C(C1)(F)F)NS(N(C)C)(=O)=O)CC=1C(=C(C=CC1)C1=CC=CC=C1)F (2S,3R)-3-[(dimethylsulfamoyl)amino]-4,4-difluoro-2-[(2-fluoro[1,1'-biphenyl]-3-yl)methyl]pyrrolidine-1-carboxylic acid tert-butyl ester